C([C@@H]1[C@@H]([C@@H]([C@H]([C@@H](O1)OC[C@H]([C@H]2[C@@H]([C@H]([C@@H](O2)O)O)O[C@H]3[C@@H]([C@H]([C@H]([C@H](O3)CO)O)O)O)O)O)O)O)O The molecule is a galactotriose that is beta-D-galactofuranose in which the hydroxy groups at positions 3 and 6 have been glycosylated by beta-D-galatopyranosyl residues.